ClC=1C(=C(OC=2C(=CC=3N(C2)N=CC3)C3=NOC[C@H](N3)CC3=C(C=C(C=C3)C)C)C=CC1)F |r| 6-(3-chloro-2-fluorophenoxy)-5-[(5RS)-5-(2,4-dimethylbenzyl)-5,6-dihydro-4H-1,2,4-oxadiazin-3-yl]pyrazolo[1,5-a]pyridine